4-hydroxy-4-methyl-1-(10-octyl-10H-phenothiazin-3-yl)pent-1-en-3-one OC(C(C=CC=1C=CC=2N(C3=CC=CC=C3SC2C1)CCCCCCCC)=O)(C)C